C(C)(C)OC1=C(C=C(C=N1)C1=CC2=C(N=C3COCC(N32)C3=CC=CC=C3)C=C1)C 7-(6-isopropoxy-5-methylpyridin-3-yl)-4-phenyl-3,4-dihydro-1H-benzo[4,5]imidazo[2,1-c][1,4]oxazine